COC=1C=C(C=CC1C=1C=C2C(=NC1)NC=C2)NC(=O)C2CCOCC2 N-(3-methoxy-4-(1H-pyrrolo[2,3-b]pyridin-5-yl)phenyl)tetrahydro-2H-pyran-4-carboxamide